6-amino-5-methylpyridazin-3-yl 2-methylpiperazine-1-carboxylate CC1N(CCNC1)C(=O)OC=1N=NC(=C(C1)C)N